The molecule is the N-tosyl derivative of L-phenylalanyl chloromethyl ketone. It has a role as an alkylating agent and a serine proteinase inhibitor. It is a sulfonamide and an alpha-chloroketone. It contains a L-phenylalanyl group. CC1=CC=C(C=C1)S(=O)(=O)N[C@@H](CC2=CC=CC=C2)C(=O)CCl